N-(2-(4-ethyl-1,4-diazepan-1-yl)-5-(4-(4-((6-(trifluoromethyl)pyridazin-3-yl)oxy)phenyl)piperidine-1-carbonyl)phenyl)-1-phenylmethanesulfonamide C(C)N1CCN(CCC1)C1=C(C=C(C=C1)C(=O)N1CCC(CC1)C1=CC=C(C=C1)OC=1N=NC(=CC1)C(F)(F)F)NS(=O)(=O)CC1=CC=CC=C1